CC1(CC1)N1C(C2=C(C(=C1)C(=O)OC)NC=C2)=O methyl 5-(1-methylcyclopropyl)-4-oxo-4,5-dihydro-1H-pyrrolo[3,2-c]pyridine-7-carboxylate